C(C)OC(CN1C[C@@H](CCC1)NC=1N=NC(=CN1)C1=C(C=C(C=C1C)C)O)=O (R)-ethyl-2-(3-((6-(2-hydroxy-4,6-dimethylphenyl)-1,2,4-triazin-3-yl)amino)piperidin-1-yl)acetate